FC1(CN(C1)C(=O)OC(C)(C)C)COC(=O)OC1=CC=C(C=C1)[N+](=O)[O-] tert-butyl 3-fluoro-3-((((4-nitrophenoxy) carbonyl)oxy)methyl)azetidine-1-carboxylate